N-{4-[(2-methoxyethanesulfonyl)methyl]phenyl}-7-{8-methyl-1H,2H,3H-pyrido[2,3-b][1,4]oxazin-7-yl}-5H,6H,7H,8H-pyrido[3,4-d]pyrimidin-2-amine COCCS(=O)(=O)CC1=CC=C(C=C1)NC=1N=CC2=C(N1)CN(CC2)C2=C(C1=C(OCCN1)N=C2)C